2-(2,4-difluorophenoxy)-ethanamine FC1=C(OCCN)C=CC(=C1)F